NCC#CC1=C(C(=O)OC)C=CC(=C1)N1CC2(C1)CN(C2)C(C2=C(C=C(C=C2)NC=2N=CC1=C(C3=C(C(=NC1)C1=C(C=CC=C1OC)F)C=C(C=C3)Cl)N2)OC)=O methyl 2-(3-aminoprop-1-yn-1-yl)-4-(6-(4-((9-chloro-7-(2-fluoro-6-methoxyphenyl)-5H-benzo[c]pyrimido[4,5-e]azepin-2-yl)amino)-2-methoxybenzoyl)-2,6-diazaspiro[3.3]heptan-2-yl)benzoate